F[B-](F)(F)F.C1(=CC=CC2=CC=CC=C12)[N+]#N 1-naphthyldiazonium tetrafluoroborate